COC=1C=C(C=CC1)C=1N=C2OC=CN2C1C1=NC(=NC=C1)NCCN1S(N(CCC1)C)(=O)=O 2-(2-((4-(6-(3-Methoxyphenyl)imidazo[2,1-b]oxazol-5-yl)pyrimidin-2-yl)amino)ethyl)-6-methyl-1,2,6-thiadiazinan-1,1-dioxid